BrC=1C=C2C(=CN(C2=CC1)S(=O)(=O)C1=CC=C(C)C=C1)C(C(F)F)=O 1-(5-bromo-1-tosyl-1H-indol-3-yl)-2,2-difluoroethan-1-one